(5-methylpyridin-3-yl)(8-(o-tolyl)-1,3,4,5-tetrahydro-2H-pyrido[4,3-b]indol-2-yl)methanone CC=1C=C(C=NC1)C(=O)N1CC2=C(NC=3C=CC(=CC23)C2=C(C=CC=C2)C)CC1